CC1=C(N=C2N(C1=O)C=C(C=C2[C@@H](C)NC2=C(C(=O)O)C=CC=C2)C)N2CC=1N=C(SC1C2)C (R)-2-((1-(3,7-dimethyl-2-(2-methyl-4,6-dihydro-5H-pyrrolo[3,4-d]thiazol-5-yl)-4-oxo-4H-pyrido[1,2-a]pyrimidin-9-yl)ethyl)amino)benzoic acid